C(C)(C)(C)OC(=O)NC(C(=O)OC(C)(C)C)CCCC1CCCC1 tert-Butyl 2-(tert-butoxycarbonylamino)-5-cyclopentylpentanoate